N-(1-(3-cyanoazetidin-1-yl)propan-2-yl)-4-(3H-imidazo[4,5-b]pyridin-7-yl)-1H-pyrazole-1-carboxamide C(#N)C1CN(C1)CC(C)NC(=O)N1N=CC(=C1)C1=C2C(=NC=C1)NC=N2